ClC=1C=CC2=CN(C(N=C2C1)NN)COCC[Si](C)(C)C 7-chloro-2-hydrazino-3-((2-(trimethylsilyl)ethoxy)methyl)-quinazolin